3-Amino-6-(5-(1,1-difluoro-2,3-dihydroxypropan-2-yl)-2-methylphenyl)-N-(tetrahydro-2H-pyran-4-yl)pyrazine-2-carboxamide NC=1C(=NC(=CN1)C1=C(C=CC(=C1)C(C(F)F)(CO)O)C)C(=O)NC1CCOCC1